C(C)(C)(C)OC(=O)NC1=NC2=C(N1)C=C(C=C2C(=O)OC)C2=C(C=C(C=C2)C)Cl Methyl 2-((tert-butoxycarbonyl)amino)-6-(2-chloro-4-methylphenyl)-1H-benzo[d]imidazole-4-carboxylate